3-fluoro-4-(3-methyloxetan-3-yl)aniline prop-2-yn-1-yl-(2-(2,6-dioxopiperidin-3-yl)-1,3-dioxoisoindolin-4-yl)carbamate C(C#C)N(C(O)=O)C1=C2C(N(C(C2=CC=C1)=O)C1C(NC(CC1)=O)=O)=O.FC=1C=C(N)C=CC1C1(COC1)C